C[C@]1(CC[C@@]2([C@H]3CC[C@@]4([C@H](CC[C@H]4[C@@H]3CCC2C1)/C(/C)=N/O)C)C)O[Si](CC)(CC)CC (E)-1-((3R,8R,9S,10S,13S,14S,17S)-3,10,13-trimethyl-3-((triethylsilyl)oxy)hexadecahydro-1H-cyclopenta[a]phenanthren-17-yl)ethan-1-one oxime